ClC=1C(=CC=2C3=C(C(=NC2C1\C=C\C(=O)OCC)OS(=O)(=O)C(F)(F)F)CN([C@H]3C)C(=O)OC(C)(C)C)OC tert-butyl (1S)-7-chloro-6-[(E)-3-ethoxy-3-oxo-prop-1-enyl]-8-methoxy-1-methyl-4-(trifluoromethylsulfonyloxy)-1,3-dihydropyrrolo[3,4-c]quinoline-2-carboxylate